NC1CCN(CC1)C1=CC=C(C=C1)C1=CC(=CC(=C1)C(C)(C)C)C(=O)N[C@@H](C=1NC2=CC=CC=C2C1)C1=C(C=CC(=C1)F)O (R)-4'-(4-aminopiperidin-1-yl)-5-(tert-butyl)-N-((5-fluoro-2-hydroxyphenyl)(1H-indole-2-yl)methyl)-[1,1'-biphenyl]-3-carboxamide